trans-2,5-Dimethyl-3-hexen CC(C)\C=C\C(C)C